ClC1=CC=C(C(=O)NC2=CC=C(C=C2)CC[C@@H]2NCCCC2)C=C1 |r| (RS)-4-Chloro-N-(4-(2-(piperidin-2-yl)-ethyl)-phenyl)-benzamid